C(CC)(C1=CC(=C(C=C1)O)OC)C1=CC(=C(C=C1)O)OC 4,4'-(propane-1,1-diyl)bis(2-methoxyphenol)